CN1N=C(C(=C1)C1=CC=2C3=C(C=NC2C=C1OC)N(C(N3C3=C(C=NC=C3C)F)=O)C)C 8-(1,3-Dimethyl-1H-pyrazol-4-yl)-1-(3-fluoro-5-methylpyridin-4-yl)-7-methoxy-3-methyl-1,3-dihydroimidazo[4,5-c]quinolin-2-one